amino-3-aminopropyl-2-(aminoethyl)-amino-propyl-methoxysilane NCO[Si](CC(C)CCN)(N)CCCN